C(C)(C)(C)OC(=O)N1CCC(CC1)(C#N)C1=NC=C(C=C1Br)F 4-(3-bromo-5-fluoropyridin-2-yl)-4-cyanopiperidine-1-carboxylic acid tert-butyl ester